2-(tert-butyl) 3-methyl (S)-7-fluoro-3,4-dihydroisoquinoline-2,3(1H)-dicarboxylate FC1=CC=C2C[C@H](N(CC2=C1)C(=O)OC(C)(C)C)C(=O)OC